CN1C(=CC2=C1CN(C2=O)CCNC2=NC=CC1=CC=C(C=C21)C2=NOC(=N2)C)C(=O)OC(C)C Propan-2-yl 1-methyl-5-(2-{[7-(5-methyl-1,2,4-oxadiazol-3-yl)isoquinolin-1-yl]amino}ethyl)-4-oxo-1H,4H,5H,6H-pyrrolo[2,3-c]pyrrole-2-carboxylate